[5-[5-fluoro-2-[(1-methylsulfonyl-4-piperidyl)amino]pyrimidin-4-yl]-4-methyl-thiazol-2-yl]methanol FC=1C(=NC(=NC1)NC1CCN(CC1)S(=O)(=O)C)C1=C(N=C(S1)CO)C